ClC=1C=C(C=C(C1)OC(F)(F)F)C(=O)N1[C@H](C=2C(CC1)=C(N(N2)C)C2=CC(=CC=C2)Cl)C (S)-(3-chloro-5-(trifluoromethoxy)phenyl)(3-(3-chlorophenyl)-2,7-dimethyl-2,4,5,7-tetrahydro-6H-pyrazolo[3,4-c]pyridin-6-yl)methanone